C(C1=CC=CC=C1)OC(=O)NC(C)C1=CC(=NC(=C1)C1=CC=C(C=C1)F)OC1[C@@H]2CN(C[C@H]12)C(=O)OC(C)(C)C |r| tert-butyl rac-(1R,5S,6s)-6-((4-(1-(((benzyloxy)carbonyl)amino)ethyl)-6-(4-fluorophenyl)pyridin-2-yl)oxy)-3-azabicyclo[3.1.0]hexane-3-carboxylate